N1-(2-(4-Methoxyphenyl)quinolin-4-yl)-N3-(octahydrocyclopenta[c]pyrrol-4-yl)propane-1,3-diamine dihydrochloride Cl.Cl.COC1=CC=C(C=C1)C1=NC2=CC=CC=C2C(=C1)NCCCNC1CCC2CNCC21